2-((4-methoxybenzyl)thio)-1-(5-(5-(trifluoromethyl)-1,2,4-oxadiazol-3-yl)pyridin-2-yl)ethan-1-one COC1=CC=C(CSCC(=O)C2=NC=C(C=C2)C2=NOC(=N2)C(F)(F)F)C=C1